C1(CC1)C(=O)N(NC(OC(C)(C)C)=O)C tert-butyl N-[cyclopropanecarbonyl(methyl)amino]carbamate